ClC=1N=C(C2=C(N1)CCN(C2)C2=CC=CC=C2)N[C@@H](CN2CCCC2)C2=CC=CC=C2 (R)-2-chloro-6-phenyl-N-(1-phenyl-2-(pyrrolidin-1-yl)ethyl)-5,6,7,8-tetrahydropyrido[4,3-d]pyrimidin-4-amine